3-(2,3-bis(isobutyryl-oxy)-5-chlorobenzylideneamino)benzoic acid C(C(C)C)(=O)OC1=C(C=NC=2C=C(C(=O)O)C=CC2)C=C(C=C1OC(C(C)C)=O)Cl